C(C)(C)(C)OC(N(C)[C@@H](CN1C(C=2C=C3C(=CC2CC1)N(C(=N3)C=3N(C1=CC=CC=C1C3)CC3CC3)C)=O)C)=O (R)-(1-(2-(1-(cyclopropylmethyl)-1H-indol-2-yl)-1-methyl-5-oxo-1,5,7,8-tetrahydro-6H-imidazo[4,5-g]isoquinolin-6-yl)propan-2-yl)(methyl)carbamic acid tert-butyl ester